6-amino-4-methyl-3',6'-dihydro-2'h-[3,4']bipyridinyl-1'-carboxylic acid tert-butyl ester C(C)(C)(C)OC(=O)N1CCC(=CC1)C=1C=NC(=CC1C)N